(3S,5S)-3-[(8-carbamoyl-6-{4-[(1-hydroxycyclopropyl)methoxy]phenyl}pyrido[3,2-d]pyrimidin-4-yl)amino]-5-fluoropiperidine-1-carboxylic acid tert-butyl ester C(C)(C)(C)OC(=O)N1C[C@H](C[C@@H](C1)F)NC=1C2=C(N=CN1)C(=CC(=N2)C2=CC=C(C=C2)OCC2(CC2)O)C(N)=O